methyl 2-((5-(2-(4-cyano-2-fluorophenyl)-2-methylbenzo[d][1,3]dioxol-4-yl)-2,5-diazabicyclo[4.1.0]heptan-2-yl)methyl)-1-((R)-2-methoxypropyl)-1H-benzo[d]imidazole-6-carboxylate C(#N)C1=CC(=C(C=C1)C1(OC2=C(O1)C=CC=C2N2CCN(C1CC21)CC2=NC1=C(N2C[C@@H](C)OC)C=C(C=C1)C(=O)OC)C)F